CC=1C(=C(NC1)C1=CC=CC=C1)C(=O)C1=CC=CC=C1 (4-methyl-2-phenyl-1H-pyrrol-3-yl)(phenyl)methanone